S(=O)(=O)(C)C1=C(C=C(CC2CC3(CN(C3)C(=O)N3CC4(C3)NC(CC4)=O)C2)C=C1)C(F)(F)F 2-[6-[4-mesyl-3-(trifluoromethyl)benzyl]-2-azaspiro[3.3]heptane-2-carbonyl]-2,5-diazaspiro[3.4]octan-6-one